2-(naphthalen-2-yl)pyridine C1=C(C=CC2=CC=CC=C12)C1=NC=CC=C1